C(C)(C)(C)OOC1C(C(CCC1)(C)C)(C)OOC(C)(C)C bis(t-butylperoxy)trimethylcyclohexane